5,10-dibromo-2-(4-butoxy-phenyl)-1H-1,3,7,8-tetraaza-cyclopenta[l]phenanthrene BrC1=CC=2C3=C(C4=CC(=CN=C4C2N=C1)Br)NC(=N3)C3=CC=C(C=C3)OCCCC